OCCN1C[C@@H](CCC1)NC1=NN=C(C=2CCCCC12)C1=C(C=C(C=C1)C(F)(F)F)O 2-(4-{[(3R)-1-(2-hydroxyethyl)piperidin-3-yl]amino}-5,6,7,8-tetrahydrophthalazin-1-yl)-5-(trifluoromethyl)phenol